BrC1=CC=C(C=N1)C=1C=C2C(N(C=NC2=CC1)CCC)=O 6-(6-bromopyridin-3-yl)-3-propylquinazolin-4(3H)-one